COC=1C=2N(C=C(C1)C1=C(C(=NN1)C1=NC=C(C(=C1)C)C1CCNCC1)CC(F)(F)F)N=CN2 8-methoxy-6-(3-(4-methyl-5-(piperidin-4-yl)pyridin-2-yl)-4-(2,2,2-trifluoroethyl)-1H-pyrazol-5-yl)-[1,2,4]triazolo[1,5-a]pyridine